FC=1C=C(N)C=C(C1OC1=CC=NC2=CC(=C(C=C12)OC1(CC1)C)OC)F 3,5-difluoro-4-((7-methoxy-6-(1-methylcyclopropoxy)quinolin-4-yl)oxy)aniline